3-Fluoro-4-[[2-hydroxy-2-(5,5,8,8-tetramethyl-5,6,7,8-tetrahydro-2-naphthalenyl)acetyl]amino]-benzoic acid FC=1C=C(C(=O)O)C=CC1NC(C(C1=CC=2C(CCC(C2C=C1)(C)C)(C)C)O)=O